rel-(R)-6-cyclobutoxy-N-(1-methyl-1H-pyrazol-3-yl)-2-(tetrahydro-2H-pyran-3-yl)-2H-pyrazolo[3,4-b]pyridine-5-carboxamide C1(CCC1)OC=1C(=CC=2C(N1)=NN(C2)[C@H]2COCCC2)C(=O)NC2=NN(C=C2)C |o1:14|